(4-{4-amino-1-[1-(2-methylpropanoyl)piperidin-4-yl]-1H-pyrazolo[4,3-c]pyridin-3-yl}phenyl)-2,4-dioxo-1-(propan-2-yl)-3-(pyridin-2-yl)-1,2,3,4-tetrahydropyrimidine-5-carboxamide NC1=NC=CC2=C1C(=NN2C2CCN(CC2)C(C(C)C)=O)C2=CC=C(C=C2)C2=C(C(N(C(N2C(C)C)=O)C2=NC=CC=C2)=O)C(=O)N